4-benzyl 6-methyl 7-((tert-butoxycarbonyl)amino)-2,3-dihydro-4H-benzo[b][1,4]oxazine-4,6-Diformate C(C)(C)(C)OC(=O)NC=1C(=CC2=C(OCCN2C(=O)OCC2=CC=CC=C2)C1)C(=O)OC